3-(3-chlorobenzoyl)cyclobutanecarbonitrile ClC=1C=C(C(=O)C2CC(C2)C#N)C=CC1